COC1=C2C=CC(OC2=CC=C1NC(=O)NC1=CC2=C(NC(=N2)N2CCN(CC2)C)C=C1)(C)C 1-(5-methoxy-2,2-dimethyl-2H-chromen-6-yl)-3-(2-(4-methylpiperazin-1-yl)-1H-benzo[d]imidazol-5-yl)urea